3-pyridylalanine N1=CC(=CC=C1)N[C@@H](C)C(=O)O